Isopropyl ((R)-(((1S,4R)-4-(2-amino-6-(2,2,2-trifluoroethoxy)-9H-purin-9-yl)cyclopent-2-en-1-yl)methoxy)(phenoxy) phosphoryl)-L-alaninate NC1=NC(=C2N=CN(C2=N1)[C@H]1C=C[C@H](C1)CO[P@@](=O)(OC1=CC=CC=C1)N[C@@H](C)C(=O)OC(C)C)OCC(F)(F)F